6-(4-(5-(1,3-dioxolan-2-yl)pyridin-2-yl)-6-fluoroindolin-1-yl)-N-((1R,2S)-2-fluorocyclopropyl)-8-(methylamino)imidazo[1,2-b]pyridazine-3-carboxamide 2,2,2-trifluoroacetate FC(C(=O)O)(F)F.O1C(OCC1)C=1C=CC(=NC1)C1=C2CCN(C2=CC(=C1)F)C=1C=C(C=2N(N1)C(=CN2)C(=O)N[C@H]2[C@H](C2)F)NC